1,5-dimethyl-2-isopentylhexanol CC(C(CCC(C)C)CCC(C)C)O